4-(2-((4-Isopropylpiperazin-1-yl)methyl)-3-methyl-5-(3-(m-tolyl)-1H-pyrazol-1-yl)thieno[3,2-b]pyridin-7-yl)morpholine C(C)(C)N1CCN(CC1)CC1=C(C2=NC(=CC(=C2S1)N1CCOCC1)N1N=C(C=C1)C=1C=C(C=CC1)C)C